2-(difluoromethoxy)-N4-(2-(dimethylamino)ethyl)-N1-(4-(4-fluoro-1-isopropyl-2-methyl-1H-benzo[d]imidazole-6-yl)pyrimidin-2-yl)-N4-methyl-5-nitrobenzene-1,4-diamine FC(OC1=C(C=C(C(=C1)N(C)CCN(C)C)[N+](=O)[O-])NC1=NC=CC(=N1)C=1C=C(C2=C(N(C(=N2)C)C(C)C)C1)F)F